C(C)(C)(C)OC(=O)N1CC(C(C2=CC(=C(C=C12)C=1C(=NOC1C)C)OC)=O)C(C(=O)OC)=O 7-(3,5-Dimethylisooxazol-4-yl)-6-methoxy-3-(2-methoxy-2-oxoacetyl)-4-oxo-3,4-dihydroquinoline-1(2H)-carboxylic acid tert-butyl ester